N-(1,6-dimethyl-9H-thioxanthen-9-yl)-2-oxo-6-(trifluoromethyl)-1,2-dihydropyridine-3-carboxamide CC1=CC=CC=2SC3=CC(=CC=C3C(C12)NC(=O)C=1C(NC(=CC1)C(F)(F)F)=O)C